C(C)C=1C(NC=2C=C(C=NC2C1)CN1CCN(CC1)C=1C=CC(=NC1)C(=O)NC)=O 5-[4-[(7-ethyl-6-oxo-5H-1,5-naphthyridine-3-yl)methyl]piperazin-1-yl]-N-methyl-pyridine-2-carboxamide